phosphoramide selenium [Se].P(=O)(N)(N)N